C(N)(=O)OCC=1C(=NC(NC1)=O)N 5-carbamoyloxymethylcytosine